COC1=CC=CC=C1Cl chloroanisole